BrC1=C(C=CC=C1)C1=CC(=CC=C1)C=C 2-bromo-3'-vinyl-1,1'-biphenyl